C(C)N1CCN(CC1)C1=CC=C(C=C1)N1C=NC(=C1)NC=1N=CC(=NC1)C#N 5-((1-(4-(4-Ethylpiperazin-1-yl)phenyl)-1H-imidazol-4-yl)amino)pyrazine-2-carbonitrile